FC(C=1C=NC(=NC1)C(C(=O)OC(C)(C)C)(C)C)F tert-butyl 2-(5-(difluoromethyl)pyrimidin-2-yl)-2-methylpropanoate